C(C1=CC=CC=C1)NC1=CC(=C(OC2=C(C=C(C=C2Cl)NC(C(=O)O)=O)Cl)C(=C1)C)C 2-((4-(4-benzylamino-2,6-dimethylphenoxy)-3,5-dichlorophenyl)amino)-2-oxoacetic acid